4-methylmorpholin-4-ium C[NH+]1CCOCC1